BrC1=CC(=C(O[C@@H](C)C=2N=NNN2)C=C1)F 5-[(1S)-1-(4-bromo-2-fluorophenoxy)ethyl]-2H-1,2,3,4-tetrazole